(rac)-4-isopropylcyclohex-2-en-1-one C(C)(C)[C@@H]1C=CC(CC1)=O |r|